C1(=CC=CC=C1)[C@H]1C[C@H](C1)N1C(C(N(CC1)CC=1C=NC(=CC1)C1=CC=CC=C1)=O)=O cis-1-(3-phenylcyclobutyl)-4-((6-phenylpyridin-3-yl)methyl)piperazine-2,3-dione